C(C)OC1=CC=C(C=C1)CCC1(O)[C@H](N)[C@@H](O)[C@H](O)[C@H](O1)CO 2-(4-ethoxyphenyl)ethyl-D-glucosamine